3-(4-aminobutyl)phenol NCCCCC=1C=C(C=CC1)O